2-ethyl-4-(α-hydroxyisopropyl)furan C(C)C=1OC=C(C1)C(C)(C)O